copper (II) 2-(2-methoxyethoxy)ethoxide COCCOCC[O-].[Cu+2].COCCOCC[O-]